C(C)(=O)C1=CN(C2=C(C=C(C=C12)C=1C=NC=2N(C1)N=C(C2)C)C)CC(=O)N2[C@@H]1C[C@@]1(C[C@H]2C(=O)NC2=NC(=CN=C2)Br)C (1R,3S,5R)-2-(2-(3-acetyl-7-methyl-5-(2-methylpyrazolo[1,5-a]pyrimidin-6-yl)-1H-indol-1-yl)acetyl)-N-(6-bromopyrazin-2-yl)-5-methyl-2-azabicyclo[3.1.0]hexane-3-carboxamide